C1(CC1)C1=C(C(=NO1)C1=C(C=NC=C1Cl)Cl)C1=CC2(C1)CCN(CC2)C=2SC=1C(N2)=C(C=C(C1)OC)C(=O)O (2-(5-cyclopropyl-3-(3,5-dichloropyridin-4-yl)isoxazol-4-yl)-7-azaspiro[3.5]non-1-en-7-yl)-6-methoxybenzo[d]thiazole-4-carboxylic acid